CN1N=CC(=C1)C=1SC=C(N1)C(=O)NC1CN(CCC1)CC(F)(F)F 2-(1-methyl-1H-pyrazol-4-yl)-N-(1-(2,2,2-trifluoroethyl)piperidin-3-yl)thiazole-4-carboxamide